1-(4-benzyloxyphenyl)-7-fluoro-9H-pyrido[3,4-b]indole-3-carboxylic acid C(C1=CC=CC=C1)OC1=CC=C(C=C1)C1=NC(=CC2=C1NC1=CC(=CC=C21)F)C(=O)O